Cl.NC1CCC(CC1)N(C1=C2CN(C(C2=CC=C1)=O)C1C(NC(CC1)=O)=O)CCCC1CCOCC1 3-(4-(((1r,4r)-4-aminocyclohexyl)(3-(tetrahydro-2H-pyran-4-yl)propyl)amino)-1-oxoisoindolin-2-yl)piperidine-2,6-dione hydrochloride